(chloropropyl)-benzimidazole ClCCCC=1NC2=C(N1)C=CC=C2